O1C2=C(OCC1)C=C(C=C2)C(=O)N 2,3-dihydrobenzo[b]1,4-dioxine-6-carboxamide